5-(4-{6-[(3R)-3-(tert-butylamino)pyrrolidin-1-yl]pyridazin-3-yl}-3-hydroxyphenyl)-2-methylpyridazin-3-one C(C)(C)(C)N[C@H]1CN(CC1)C1=CC=C(N=N1)C1=C(C=C(C=C1)C1=CC(N(N=C1)C)=O)O